C(C)(=O)N1C[C@H](CCC1)C1=CC=C(C=C1)NC(OCC1=CN=CO1)=O oxazol-5-ylmethyl (R)-(4-(1-acetylpiperidin-3-yl)phenyl)carbamate